(2-chloro-4-methylphenyl)(4-methylenepiperidin-1-yl)methanone ClC1=C(C=CC(=C1)C)C(=O)N1CCC(CC1)=C